NCCCCOC1=CC=C(C=C1)N1C(NC(CC1)=O)=O 1-(4-(4-aminobutoxy)phenyl)dihydropyrimidine-2,4(1H,3H)-dione